C(N)(=N)C=1C=C(C=CC1)NC(C1=CN=CC=C1C1CNC(C(O1)C)Cl)=O N-(3-amidinophenyl)-5-chloro-6-methyl-2-morpholine-nicotinamide